SC=1SC2=C(N1)C=CC=C2.[Na] sodium 2-mercaptobenzothiazole salt